2-benzyl-N-(cyclohexylmethyl)-1H-benzoimidazole-5-carboxamide C(C1=CC=CC=C1)C1=NC2=C(N1)C=CC(=C2)C(=O)NCC2CCCCC2